2-(3-(difluoromethyl)-4,4,7,7-tetrafluoro-4,5,6,7-tetrahydro-1H-indazol-1-yl)acetic acid FC(C1=NN(C=2C(CCC(C12)(F)F)(F)F)CC(=O)O)F